1-(3-chloro-4-fluorophenyl)-N-(5-fluoro-6-methylpyridin-2-yl)methanimine ClC=1C=C(C=CC1F)C=NC1=NC(=C(C=C1)F)C